1-methyl-1,7-diazaspiro[4.4]nonan CN1CCCC12CNCC2